FC1=CC=C(C=C1)NC(N(C)C1=CC=2OC(C(=CC2S1)C(=O)O)=O)=O 2-(3-(4-fluorophenyl)-1-methylureido)-5-oxo-5H-thieno[3,2-b]pyran-6-carboxylic acid